CC(=O)N[C@@H](CCC(=O)O)C(=O)N[C@@H](CCCNC(=N)N)C(=O)N[C@@H](CC(=O)N)C(=O)N1CCC[C@H]1C(=O)N[C@@H](CC2=CC=C(C=C2)O)C(=O)N[C@@H](CO)C(=O)N3CCC[C@H]3C(=O)N[C@@H](CO)C(=O)N[C@@H](CCC(=O)N)C(=O)N[C@@H](CC(=O)N)C(=O)N4CCC[C@H]4C(=O)N[C@@H](CC5=CC=C(C=C5)O)C(=O)N[C@@H](CO)C(=O)N6CCC[C@H]6C(=O)N[C@@H](CO)C(=O)N[C@@H](CCC(=O)N)C(=O)N[C@@H](CCCCN)C(=O)N The molecule is a synthetic 17-mer oligopeptide derived from the Ara h2 protein comprising N-acetyl-L-alpha-glutamyl, L-arginyl, L-asparaginyl, L-prolyl, L-tyrosyl, L-seryl, L-prolyl, L-seryl, L-glutaminyl, L-asparaginyl, L-prolyl, L-tyrosyl, L-seryl, L-prolyl, L-seryl, L-glutaminyl and L-lysinamide residues coupled in sequence.